1H-pyrazolo[3,4-d]pyrimidine-3-carboxylic acid N1N=C(C=2C1=NC=NC2)C(=O)O